C(C1=CC=CC=C1)N1CCC(CC1)C1NC(C=2C(=CC=CC12)C(=O)N)=O 1-benzyl-piperidin-4-yl-3-oxo-2,3-dihydro-1H-isoindole-4-carboxylic acid amide